6'',6'''-(((di-t-butylsilanediyl)bis(methylene))bis(oxy))bis(3,3'',5-tri-tert-butyl-5'-methyl-[1,1':3',1''-terphenyl]-2'-ol) C(C)(C)(C)[Si](COC1=C(C=C(C=C1C1=C(C(=CC(=C1)C)C1=CC(=CC=C1)C(C)(C)C)O)C(C)(C)C)C(C)(C)C)(COC1=CC=C(C=C1C=1C(=C(C=C(C1)C)C1=CC(=CC(=C1)C(C)(C)C)C(C)(C)C)O)C(C)(C)C)C(C)(C)C